BrC=1C(=CC2=C(N(C(C(O2)(F)F)=O)CC2=CC=C(C=C2)OC)C1)F 6-bromo-2,2,7-trifluoro-4-[(4-methoxyphenyl)methyl]-1,4-benzoxazin-3-one